C1(=CC=CC=C1)C=1N=C(N=NC1C1=CC=CC=C1)SCCC(=O)NC 3-[(5,6-diphenyl-1,2,4-triazin-3-yl)sulfanyl]-N-methyl-propanamide